tert-butyl 3-[[4-[8-chloro-7-[2-methyl-3-(2-trimethylsilylethoxymethyl)benzimidazol-5-yl]oxy-quinoxalin-2-yl]pyrazol-1-yl]methyl]azetidine-1-carboxylate ClC=1C(=CC=C2N=CC(=NC12)C=1C=NN(C1)CC1CN(C1)C(=O)OC(C)(C)C)OC1=CC2=C(N=C(N2COCC[Si](C)(C)C)C)C=C1